C1(=CC=C(C=C1)N1CCN(CC1)C(=O)NC1CN2CCC1CC2)C2=CC=CC=C2 4-([1,1'-biphenyl]-4-yl)-N-(quinuclidin-3-yl)piperazine-1-carboxamide